CN(C(CN1N=CC(=C1)NC)=O)CCOC1=CC=C(C=C1)C N-methyl-2-[4-(methylamino)pyrazol-1-yl]-N-[2-(4-methylphenoxy)ethyl]acetamide